trans-N-[3-(2-fluoro-6-methoxyphenyl)-1H-pyrrolo[2,3-b]pyridin-6-yl]-2-[(4-methylpiperazin-1-yl)methyl]cyclopropane-1-carboxamide FC1=C(C(=CC=C1)OC)C1=CNC2=NC(=CC=C21)NC(=O)[C@H]2[C@@H](C2)CN2CCN(CC2)C